2-[1-(2,2-difluoroethyl)-1H-pyrazolo[3,4-b]pyrazin-6-yl]-8-[5-(trifluoromethyl)pyridin-3-yl]-2,8-diazaspiro[4.5]decan-1-one FC(CN1N=CC=2C1=NC(=CN2)N2C(C1(CC2)CCN(CC1)C=1C=NC=C(C1)C(F)(F)F)=O)F